(R)-(-)-3-hydroxybutyrate O[C@@H](CC(=O)[O-])C